N-((1s,3s)-3-(6-((2-(1-((2-(2,6-dioxopiperidin-3-yl)-1,3-dioxoisoindolin-4-yl)glycyl)piperidin-4-yl)ethyl)amino)-9H-purin-9-yl)cyclobutyl)-6-methylpicolinamide O=C1NC(CC[C@@H]1N1C(C2=CC=CC(=C2C1=O)NCC(=O)N1CCC(CC1)CCNC1=C2N=CN(C2=NC=N1)C1CC(C1)NC(C1=NC(=CC=C1)C)=O)=O)=O